OC1=CC=C(C=C1)C(=C(CC)C1=CC=C(C=C1)O)C1=CC=C(C=C1)N1CCN(CC1)CC1=CC=C(C=N1)N1C(NC(CC1)=O)=O 1-(6-((4-(4-(1,2-di(4-hydroxyphenyl)but-1-en-1-yl)phenyl)piperazin-1-yl)methyl)pyridin-3-yl)dihydropyrimidine-2,4(1H,3H)-dione